lauryl lauryl sulfosuccinate disodium [Na].[Na].S(=O)(=O)(O)C(C(=O)OCCCCCCCCCCCC)CC(=O)OCCCCCCCCCCCC